ClC1=NC=C(C2=C1N=CN2COCC[Si](C)(C)C)C(F)(F)F 4-chloro-7-(trifluoromethyl)-1-((2-(trimethylsilyl)ethoxy)methyl)-1H-imidazo[4,5-c]pyridine